BrC1=CC=C(C=C1)[C@@H]1CC[C@H](CC1)CCCCCCCCC(F)(F)F trans-1-bromo-4-[4-(9,9,9-trifluorononyl)cyclohexyl]benzene